(1S,4r)-4-((5-(1,4-dimethyl-1H-pyrazol-3-yl)-2-(((S)-2-fluorobutyl)amino)pyrimidin-4-yl)amino)cyclohexan-1-ol CN1N=C(C(=C1)C)C=1C(=NC(=NC1)NC[C@H](CC)F)NC1CCC(CC1)O